N-[(2,4-dimethoxyphenyl)methyl]-7-(iodomethyl)-3-(trifluoromethyl)quinolin-2-amine COC1=C(C=CC(=C1)OC)CNC1=NC2=CC(=CC=C2C=C1C(F)(F)F)CI